2,2-difluoro-acetic acid FC(C(=O)O)F